CS(=O)(=O)N1C(N(C=C1)S(=O)(=O)C)=N/N=N/C1=CC=C(C(=O)NCCNC(CCCCC2SCC3NC(NC32)=O)=O)C=C1 (E)-4-((1,3-bis(methylsulfonyl)-1,3-dihydro-2H-imidazol-2-ylidene)triaz-1-en-1-yl)-N-(2-(5-(2-oxohexahydro-1H-thieno[3,4-d]imidazol-4-yl)pentanamido)ethyl)benzamide